allyl 2,3-dihydroxypropanoate OC(C(=O)OCC=C)CO